dioctyltin bis(isooctyl mercaptoacetate) C(CCCCC(C)C)SCC(=O)[O-].C(CCCCC(C)C)SCC(=O)[O-].C(CCCCCCC)[Sn+2]CCCCCCCC